4-chloro-3-(tri-fluoromethyl)phenol ClC1=C(C=C(C=C1)O)C(F)(F)F